FC=1C=C2CN(C(NC2=CC1)=O)C=1C=NC=CC1 6-fluoro-3-(pyridin-3-yl)-3,4-dihydroquinazolin-2(1H)-one